(R)-2-((((9H-Fluoren-9-yl)methoxy)carbonyl)amino)-3-(3-iodophenyl)propanoic acid C1=CC=CC=2C3=CC=CC=C3C(C12)COC(=O)N[C@@H](C(=O)O)CC1=CC(=CC=C1)I